The molecule is an organic iodide salt and a cyanine dye. It has a role as a fluorochrome. It contains a YoYo-3(4+). CN1/C(=C\\C=C\\C2=CC=[N+](C3=CC=CC=C23)CCC(=[N+](C)C)CCCC(=[N+](C)C)CC[N+]4=CC=C(C5=CC=CC=C45)/C=C/C=C\\6/OC7=CC=CC=C7N6C)/OC8=CC=CC=C18.[I-].[I-].[I-].[I-]